tert-butyl 4-(7-(4-cyanopyridin-2-yl)-5-cyclopropyl-7H-pyrrolo[2,3-d]pyrimidin-4-yl)-4,7-diazaspiro[2.5]octane-7-carboxylate C(#N)C1=CC(=NC=C1)N1C=C(C2=C1N=CN=C2N2C1(CC1)CN(CC2)C(=O)OC(C)(C)C)C2CC2